sodium monopersulfate S(=O)(=O)([O-])OOS(=O)(=O)[O-].[Na+].[Na+]